3β,11beta-dihydroxypregn-5-en-20-one O[C@@H]1CC2=CC[C@H]3[C@@H]4CC[C@H](C(C)=O)[C@]4(C[C@@H]([C@@H]3[C@]2(CC1)C)O)C